ClC=1C(=NC=CC1C1=C(C(=CC=C1)NC1=NC=CC(=C1F)CNCCO)Cl)C1=CC(=C(CNC[C@H]2CCC(N2)=O)C=C1)OC(F)F (R)-5-(((4-(3-chloro-4-(2-chloro-3-((3-fluoro-4-(((2-hydroxyethyl)amino)methyl)pyridin-2-yl)amino)phenyl)pyridin-2-yl)-2-(difluoromethoxy)benzyl)amino)methyl)pyrrolidin-2-one